NC=1S[C@](C[C@@](N1)(C)C1=C(C=CC(=C1)\C=C(\C1=NC=C(N=C1)OCC#C)/F)F)(C(=O)NC)C (4S,6R)-2-Amino-4-(2-fluoro-5-((Z)-2-fluoro-2-(5-(2-propyn-1-yloxy)-2-pyrazinyl)ethenyl)phenyl)-N,4,6-trimethyl-5,6-dihydro-4H-1,3-thiazin-6-carboxamid